C1(CC1)N1C=C(C(C2=CC(=C(C(=C12)OC)N1CC2N(CCCC2C1)C(C)=O)F)=O)C(C=CC1=CC=C(C=C1)C)=O 1-cyclopropyl-6-fluoro-7-(1-acetyl-octahydro-6H-pyrrolo[3,4-b]pyridin-6-yl)-3-(4-methylcinnamoyl)-8-methoxyquinolin-4(1H)-one